C(C)(C)(C)OC(NCCN1C=C(C2=C1N=CN=C2Cl)I)=O 2-(4-Chloro-5-iodo-7H-pyrrolo[2,3-d]pyrimidin-7-yl)ethyl-carbamic acid tert-butyl ester